CC1=NC(=CC(=C1)C1=C(C2=NC=3CN(CCC3C=C2N1)CC1=NC=C(C=C1)N1CCNCC1)C(C)C)C 2-(2,6-dimethylpyridin-4-yl)-3-isopropyl-6-((5-(piperazin-1-yl)pyridin-2-yl)methyl)-5,6,7,8-tetrahydro-1H-pyrrolo[3,2-b][1,7]naphthyridine